Cl.Cl.CC1=C(C(=CC(=C1)C)C)C(C(N)C1=C(C=C(C=C1C)C)C)N 1,2-bis(2,4,6-trimethylphenyl)-1,2-ethanediamine, dihydrochloride